(3S,4S)-1-(4-(((R)-5-(hexylcarbamoyl)-4-octanoyl-2-oxopiperazin-1-yl)methyl)benzoyl)-N3,N4-bis((1S,2R)-2-phenylcyclopropyl)pyrrolidine-3,4-dicarboxamide C(CCCCC)NC(=O)[C@@H]1N(CC(N(C1)CC1=CC=C(C(=O)N2C[C@H]([C@@H](C2)C(=O)N[C@@H]2[C@H](C2)C2=CC=CC=C2)C(=O)N[C@@H]2[C@H](C2)C2=CC=CC=C2)C=C1)=O)C(CCCCCCC)=O